6-azido-6-deoxy-2-azidoacetamido-2-deoxyglucose N(=[N+]=[N-])C[C@H]([C@H]([C@@H](CC(=O)NC(CN=[N+]=[N-])=O)O)O)O